ClC=1C=C(CNC(C(C)(C=2OC(=NN2)C)C)=O)C=C(C1[C@@H]1C(NC(CC1)=O)=O)Cl (R)-N-(3,5-dichloro-4-(2,6-dioxopiperidin-3-yl)benzyl)-2-methyl-2-(5-methyl-1,3,4-oxadiazol-2-yl)propanamide